OC1=CC=C2C=3C=CC(=CC3C=CC2=C1)OB(O)O (7-hydroxyphenanthr-2-yl)boric acid